(E)-2-cyano-N-(2-methylpyridin-4-yl)-3-(4-(naphthalen-1-yl)thiophen-2-yl)acrylamide C(#N)/C(/C(=O)NC1=CC(=NC=C1)C)=C\C=1SC=C(C1)C1=CC=CC2=CC=CC=C12